CS(=O)(=O)OCC1C(OCC1)C(F)(F)F (2-(trifluoromethyl)tetrahydrofuran-3-yl)methyl methanesulfonate